C1N(CCC2=CC=CC=C12)C(=O)C1=CN(C2=C1C(N(C=C2C)C)=O)C 3-(3,4-dihydroisoquinolin-2(1H)-ylcarbonyl)-1,5,7-trimethyl-1,5-dihydro-4H-pyrrolo[3,2-c]pyridin-4-one